C(C)(C)(C)OC(N[C@H](C(=O)NCC1=C(C(=CC=C1)Cl)F)CC1=CC=CC=C1)=O (S)-(1-((3-chloro-2-fluorophenylmethyl)amino)-1-oxo-3-phenylpropan-2-yl)carbamic acid tert-butyl ester